C(#N)C1=C(C(=C(N=N1)OC1=C(C=C(C=C1)F)C)C(=O)NC1=CC(=CC=C1)S(=O)(=N)C)C 6-Cyano-3-(4-fluoro-2-methyl-phenoxy)-5-methyl-N-[3-(methylsulfonimidoyl)phenyl]pyridazine-4-carboxamide